C(CCCCCCCCCCCC)/C(/C(=O)[O-])=C/C(=O)[O-].C(CCCCCCCCCCCC)/C(/C(=O)[O-])=C/C(=O)[O-].C(CCC)[Sn+4]CCCC dibutyltin bis(tridecyl maleate)